ClC1=C(C=CC=C1)C1=NC(=NC(=N1)C1=CC=CC=C1)C=1C=C(C=C(C1)C1=CC=CC2=CC=CC=C12)C1=C(C=CC=C1)N1C(=NC2=C1C=CC=C2)CC (3'-(4-(2-chlorophenyl)-6-phenyl-1,3,5-triazin-2-yl)-5'-(naphthalen-1-yl)-[1,1'-biphenyl]-2-yl)-2-ethyl-1H-benzo[d]imidazole